NC=1C=C(C=C(C1)C(F)(F)F)[C@@H](C)NC1=C2C(=C(N=N1)C)C=NC(=C2)N2CCN(CC2)C(=O)C2CCN(CC2)C(=O)OC(C)(C)C (R)-tert-Butyl 4-(4-(1-((1-(3-amino-5-(trifluoromethyl)phenyl)ethyl)amino)-4-methylpyrido[3,4-d]pyridazin-7-yl)piperazine-1-carbonyl)piperidine-1-carboxylate